[N+](=O)([O-])C1=CC=C(CN2C(C3=C(C=4C=CC=NC24)CCN(C3)CC3=CC(=CC=C3)C#N)=O)C=C1 6-(4-nitrobenzyl)-3-(3-cyanobenzyl)-2,3,4,6-tetrahydropyrido[3,4-c][1,8]naphthyridin-5(1H)-one